(3R,7R)-2-(3,4-dichlorobenzoyl)-9-((S*)-1-(6-(2-hydroxypropan-2-yl)pyridin-3-yl)ethyl)-3,7-dimethyl-1,2,3,4,8,9-hexahydropyrido[4',3':3,4]pyrazolo[1,5-a]pyrazin-10(7H)-one ClC=1C=C(C(=O)N2CC=3C(=NN4C3C(N(C[C@H]4C)[C@@H](C)C=4C=NC(=CC4)C(C)(C)O)=O)C[C@H]2C)C=CC1Cl |o1:18|